FC1([C@H](C=2C(=C(SC2S(=O)(=O)C)OC2CCOCC2)C1)O)F (4S)-5,5-difluoro-3-methanesulfonyl-1-(oxan-4-yloxy)-4H,5H,6H-cyclopenta[c]thiophen-4-ol